COC(CN(CCC(C(=O)O)NC(CC(C(F)(F)F)(C)C)=O)CCCCC1=NC=2NCCCC2C=C1)C 4-[[2-methoxypropyl]-[4-(5,6,7,8-tetrahydro-1,8-naphthyridin-2-yl)butyl]amino]-2-[(4,4,4-trifluoro-3,3-dimethyl-butanoyl)amino]butanoic acid